ethyl 5-((tert-butoxycarbonyl) amino)-1,2,4-oxadiazol-3-carboxylate C(C)(C)(C)OC(=O)NC1=NC(=NO1)C(=O)OCC